5-bromo-2-methylpyrazol-3-amine BrC=1C=C(N(N1)C)N